(2-(4-(6,7-dimethoxyisoquinolin-1-yl)piperazin-1-yl)ethyl)phosphonic acid COC=1C=C2C=CN=C(C2=CC1OC)N1CCN(CC1)CCP(O)(O)=O